C1(CCCCC1)C(C(=O)NC1CCCCC1)N1C(=NC2=C1C=CC=C2)C2=C(C=CC(=C2)F)F 2,N-dicyclohexyl-2-[2-(2,5-difluoro-phenyl)-benzimidazol-1-yl]-acetamide